[Gd].[Nb].[W].[Ta] tantalum tungsten niobium gadolinium